8-{[(3S,4R)-3-fluoro-1-methylpiperidin-4-yl]amino}-3-[(trifluoromethyl)sulfanyl]indolizine-2-carbonitrile F[C@H]1CN(CC[C@H]1NC1=CC=CN2C(=C(C=C12)C#N)SC(F)(F)F)C